NC1=NC=CC(=C1)C1=C(C2=NC=CC(=C2N1)N(C1CCN(CC1)C)C)C1=NC=CC=C1 2-(2-aminopyridin-4-yl)-N-methyl-N-(1-methylpiperidin-4-yl)-3-(pyridin-2-yl)-1H-pyrrolo[3,2-b]pyridin-7-amine